COCC1=CC(=C2C(=N1)CN(C2)C(CC2CN(C2)C2=CC(=NC=C2)C(F)(F)F)=O)C 1-[2-(methoxymethyl)-4-methyl-5,7-dihydro-6H-pyrrolo[3,4-b]pyridin-6-yl]-2-{1-[2-(trifluoromethyl)pyridin-4-yl]azetidin-3-yl}ethanone